ClC1=CC=C(C=C1)N1N=C2C(=N1)C=CC(=C2)NCC2COCC2 2-(4-chlorophenyl)-N-(tetrahydrofuran-3-ylmethyl)benzotriazol-5-amine